ClC1=C2C(=NC=C1OC=1C=NN3C1C=CC(=C3)OCCOC)N=C(N2C)NC=2C(N(N=C(C2)C2CC2)CCO)=O 4-((7-chloro-6-((6-(2-methoxyethoxy)pyrazolo[1,5-a]pyridin-3-yl)oxy)-1-methyl-1H-imidazo[4,5-b]pyridin-2-yl)amino)-6-cyclopropyl-2-(2-hydroxyethyl)pyridazin-3(2H)-one